N[C@@H]1CC[C@H](CC1)NC(OC(C)(C)C)=O tert-butyl (trans-4-aminocyclohexyl)carbamate